sodium tartarate C(C(O)C(O)C(=O)[O-])(=O)[O-].[Na+].[Na+]